CN(C(C(F)F)=O)C(C)C N-methyl-N-isopropyl-2,2-difluoroacetamide